C(C)(C)(C)OC(=O)N(C1=C(C(=NN1C(C)C)C1=CC(=C(C(=C1)F)CC(=O)OC)F)C#N)C(=O)OC(C)(C)C Methyl 2-[4-[5-[bis(tert-butoxycarbonyl)amino]-4-cyano-1-isopropyl-pyrazol-3-yl]-2,6-difluoro-phenyl]acetate